C(C(C)(C)C)NC(C1=CN=CC=C1)=O N-neopentylnicotinamide